N,N-bis(2-hydroxyethyl)isobutyramide OCCN(C(C(C)C)=O)CCO